BrC=1C(NC(NC1)=S)=O 5-bromo-2-thiouracil